CC1=CC=C2C=NN(C2=C1C1CCC=2C(NC=NC2C1)=O)C1OCCCC1 7-(6-methyl-1-tetrahydropyran-2-yl-indazol-7-yl)-5,6,7,8-tetrahydro-3H-quinazolin-4-one